4-bromo-7-cyclopropyl-5-[(1-methylpiperidin-4-yl)amino]furo[2,3-c]pyridine-2-carbonitrile BrC1=C2C(=C(N=C1NC1CCN(CC1)C)C1CC1)OC(=C2)C#N